tert-butyl ((5-fluorobenzo[d][1,3]dioxol-4-yl)methyl)carbamate FC1=C(C2=C(OCO2)C=C1)CNC(OC(C)(C)C)=O